BrC1=CC=C(C=C1)NS(=O)(=O)C=1C=C(C=CC1)NC(C1=C(C=CC=C1)OC)=O N-(3-(N-(4-bromophenyl)sulfamoyl)phenyl)-2-methoxybenzamide